C1(CC1)C[C@H](CCC=C)S(=O)(=O)N (2S)-1-CYCLOPROPYL-5-HEXENE-2-SULFONAMIDE